(R)-N-(2-(4-Cyanothiazolidin-3-yl)-2-oxoethyl)-6-(1-methyl-1H-pyrazol-4-yl)-quinoline-4-carboxamide C(#N)[C@H]1N(CSC1)C(CNC(=O)C1=CC=NC2=CC=C(C=C12)C=1C=NN(C1)C)=O